N1(CCOCC1)C1=NC(=CC(=N1)C=1C(=CC(=NC1)N)C(F)(F)F)N1CCOCC1 5-[2,6-bis(4-morpholinyl)-4-pyrimidinyl]-4-(trifluoromethyl)-2-aminopyridine